[OH-].[Al+3].C(C)(C)(C)C1=CC=C(C(=O)O)C=C1.C(C)(C)(C)C1=CC=C(C(=O)O)C=C1.[OH-].[OH-] di[4-tertiary butyl-benzoic acid] aluminum hydroxide